benzyl (2,4-divinylphenyl) ether C(=C)C1=C(C=CC(=C1)C=C)OCC1=CC=CC=C1